ClC1=CC=C(C=C1)C(CNC(=O)[C@H]1N(C[C@@H](C1)O)C([C@H](C(C)(C)C)N1N=NC(=C1)C1CC1)=O)(C(F)(F)F)O (2S,4R)-N-[2-(4-chlorophenyl)-3,3,3-trifluoro-2-hydroxy-propyl]-1-[(2S)-2-(4-cyclopropyltriazol-1-yl)-3,3-dimethyl-butanoyl]-4-hydroxy-pyrrolidine-2-carboxamide